(3S,4S)-1-(4-((S*)-1-((3S,4S)-3-(3-dodecylureido)-4-methoxypyrrolidin-1-yl)-2,2,2-trifluoroethyl)benzoyl)-N3,N4-bis((1S,2R)-2-phenylcyclopropyl)pyrrolidine-3,4-dicarboxamide C(CCCCCCCCCCC)NC(N[C@H]1CN(C[C@@H]1OC)[C@H](C(F)(F)F)C1=CC=C(C(=O)N2C[C@H]([C@@H](C2)C(=O)N[C@@H]2[C@H](C2)C2=CC=CC=C2)C(=O)N[C@@H]2[C@H](C2)C2=CC=CC=C2)C=C1)=O |o1:22|